2'-bromoacetophenone BrC1=C(C=CC=C1)C(C)=O